C[C@]1([C@@H](CC2=CC=CC=C12)C(=O)[O-])NS(=O)(=O)C1=CC=C(C=C1)OC(F)(F)F |r| rac-(methyl (1R,2R)-1-((4-(trifluoromethoxy)phenyl)sulfonamido)-2,3-dihydro-1H-indene-2-carboxylate)